4,4-di-n-propoxycarbonyl-valerolactone C(CC)OC(=O)C1(CCC(=O)OC1)C(=O)OCCC